FC1=CC=C(CN(C2=C(C=CC(=C2)B2OC(C(O2)(C)C)(C)C)NS(=O)(=O)CC)C)C=C1 N-(2-((4-fluorobenzyl)(methyl)amino)-4-(4,4,5,5-tetramethyl-1,3,2-dioxaborolan-2-yl)phenyl)ethanesulfonamide